3,5-dinitrobenzyl (1S,2R)-2-aminocyclopentane-1-carboxylate N[C@H]1[C@H](CCC1)C(=O)OCC1=CC(=CC(=C1)[N+](=O)[O-])[N+](=O)[O-]